(4S,5R)-2-(4-tert-butyl-2-ethoxy-phenyl)-4,5-bis(4-chlorophenyl)-4,5-dihydroimidazole C(C)(C)(C)C1=CC(=C(C=C1)C=1N[C@@H]([C@@H](N1)C1=CC=C(C=C1)Cl)C1=CC=C(C=C1)Cl)OCC